COC1=C(C=C2C3=C(N(C2=C1)C)C(=NC=C3)C)N3CCOCC3 4-(7-methoxy-1,9-dimethyl-9H-pyrido[3,4-b]indol-6-yl)morpholine